4-nitrophenyl (4-((4-((4-((2-chlorophenyl)carbamoyl)phenyl)amino)-5-fluoropyrimidin-2-yl)amino)phenyl)carbamate ClC1=C(C=CC=C1)NC(=O)C1=CC=C(C=C1)NC1=NC(=NC=C1F)NC1=CC=C(C=C1)NC(OC1=CC=C(C=C1)[N+](=O)[O-])=O